3-[(4-fluorophenoxy)methyl]-2-[3-(5-fluoropyrimidin-2-yl)-6-methylpyridine-2-carbonyl]-4-methyl-2-azabicyclo[3.1.1]heptane FC1=CC=C(OCC2N(C3CC(C2C)C3)C(=O)C3=NC(=CC=C3C3=NC=C(C=N3)F)C)C=C1